C(C)N1C(=NN(C1=O)C=1C(=CC2=C(C(=NN(C2=O)C2=C(C=CC=C2)C)C)N1)F)CO (4-ethyl-3-(hydroxymethyl)-5-oxo-4,5-dihydro-1H-1,2,4-triazol-1-yl)-3-fluoro-8-methyl-6-(o-tolyl)pyrido[2,3-d]pyridazin-5(6H)-one